N7-(4-(aminomethyl)benzyl)-2-butyl-1-methyl-1H-imidazo[4,5-d]pyridazine-4,7-diamine NCC1=CC=C(CNC=2N=NC(=C3C2N(C(=N3)CCCC)C)N)C=C1